methyl (S)-2-(3-(4-((2-amino-7H-pyrrolo[2,3-d]pyrimidin-4-yl)oxy)phenyl)ureido)-4-oxo-4-phenylbutanoate NC=1N=C(C2=C(N1)NC=C2)OC2=CC=C(C=C2)NC(N[C@H](C(=O)OC)CC(C2=CC=CC=C2)=O)=O